C(C1=CC=CC=C1)NC1=C2N=CN(C2=NC(=N1)C=1C=NC=CC1C#N)[C@H]1[C@@H]([C@@H]([C@H](O1)C(=O)NC([2H])([2H])[2H])O)O (2S,3S,4R,5R)-5-(6-(benzylamino)-2-(4-cyanopyridin-3-yl)-9H-purin-9-yl)-3,4-dihydroxy-N-(methyl-d3)-tetrahydrofuran-2-carboxamide